ethyl 2-(5-(5-amino-4-((3-chloro-4-fluorophenyl)carbamoyl)-1-methyl-1H-pyrazolyl)-2-hydroxyoctahydropentalen-2-yl)-2,2-difluoroacetate NC1=C(C(=NN1C)C1CC2CC(CC2C1)(O)C(C(=O)OCC)(F)F)C(NC1=CC(=C(C=C1)F)Cl)=O